OC=1C=CC2=CC(=CC=C2C1)O 3,7-dihydroxynaphthalene